(R)-{5-[1-cyclopropyl-5-(3-hydroxymethyl-bicyclo[1.1.1]pent-1-yl)-1H-[1,2,4]triazol-3-yl]-pyridin-3-yl}-(1,3-dimethyl-azetidin-3-yl)-(4-isopropyl-phenyl)-methanol C1(CC1)N1N=C(N=C1C12CC(C1)(C2)CO)C=2C=C(C=NC2)[C@@](O)(C2=CC=C(C=C2)C(C)C)C2(CN(C2)C)C